S1C=NC(=C1)C=1SC2=C(C=[N+](C=C2)[O-])N1 2-(thiazol-4-yl)thiazolo[4,5-c]pyridine 5-oxide